CN1N=CC(=C1)C=1C=C(C=CC1)[C@H](C)NC(OC(C)(C)C)=O (S)-tert-butyl (1-(3-(1-methyl-1H-pyrazol-4-yl)phenyl)ethyl)carbamate